N[C@H](C(CC(C(=O)NCC(C)(C)C(N)=O)=C(C)C)O)C[C@H](C(C)C)CC1=CC(=C(C=C1)OC)OCCCOC (2S,5S,7R)-5-amino-N-(2-carbamoyl-2-methyl-propyl)-4-hydroxy-7-{[4-methoxy-3-(methoxypropoxy)-phenyl]methyl}-8-methyl-2-propyl-2-yl-nonanamide